N1C=C(C2=CC=CC=C12)C1N(CCC2=CC(=CC=C12)C(F)(F)F)C(=O)N (1H-indol-3-yl)-6-trifluoromethyl-3,4-dihydroisoquinoline-2(1H)-carboxamide